N-(6-(2H-1,2,3-triazol-2-yl)-5-(trifluoromethyl)pyridin-3-yl)-4-methyl-2-(4-methylpyridin-3-yl)pyrimidine-5-carboxamide N=1N(N=CC1)C1=C(C=C(C=N1)NC(=O)C=1C(=NC(=NC1)C=1C=NC=CC1C)C)C(F)(F)F